1-[2-(4-Acetylpiperazin-1-yl)pyrimidin-5-yl]-N-{[4-methyl-2-(piperidin-1-yl)phenyl](5-methylfuran-2-yl)methyl}cyclopropan-1-carboxamid C(C)(=O)N1CCN(CC1)C1=NC=C(C=N1)C1(CC1)C(=O)NC(C=1OC(=CC1)C)C1=C(C=C(C=C1)C)N1CCCCC1